FC(CO)(F)C=1C(=C(C=CC1)C(C)NN1C=C(O[C@@H](C1)C)CC)F (R)-4-((1-(3-(1,1-difluoro-2-hydroxyethyl)-2-fluorophenyl)ethyl)amino)-2-ethyl-6-methyl-6H-[1,4]oxazin